CC=1OC(=NN1)CN1N=CC2=NC=C(C=C21)C=2SC(=CC2)C(F)(F)F 2-Methyl-5-[[6-[5-(trifluoromethyl)-2-thienyl]pyrazolo[4,3-b]pyridin-1-yl]methyl]-1,3,4-oxadiazole